6-[6-(Difluoromethyl)pyridin-3-yl]-2-(3-fluorophenyl)-3-oxo-2,3-dihydropyridazine-4-carboxylic acid FC(C1=CC=C(C=N1)C=1C=C(C(N(N1)C1=CC(=CC=C1)F)=O)C(=O)O)F